CC1=NCCC2=CC=CC=C12 methyl-3,4-dihydroisoquinolin